NC=1C=CC(=C(C1)C1=NN2C(C(N1)=O)=C(N=C2CCC)C)OCC 2-(5-amino-2-ethoxyphenyl)-5-methyl-7-propylimidazo[5,1-f][1,2,4]triazin-4(3H)-one